5-dinitromethyl-4-nitro-1,2,3-triazol aminoguanidine salt NNC(=N)N.[N+](=O)([O-])C(C1=C(N=NN1)[N+](=O)[O-])[N+](=O)[O-]